[Pd](Cl)Cl.C1(=CC=CC=C1)C1=C([C-](C=C1)P(=O)=O)C1=CC=CC=C1.[CH-]1C=CC=C1.[Fe+2] diphenyl-phosphoferrocene palladium dichloride